NC=1N=CC(=NC1)N1C[C@@]2(CC1)C(NC1=CC(=C(C=C12)Cl)Cl)=O (3S)-1'-(5-aminopyrazin-2-yl)-5,6-dichloro-1H-spiro[indol-3,3'-pyrrolidin]-2-one